Butyric acid dihydrochloride Cl.Cl.C(CCC)(=O)O